tungsten(IV) methoxide C[O-].[W+4].C[O-].C[O-].C[O-]